C(C)N(CC)C1=CC=C(C(=O)OC)C=C1 methyl p-N,N-diethylaminobenzoate